2-[[4-[(1,3-dioxoisoindolin-2-yl)methyl]-1-oxo-2H-phthalazin-6-yl]iminomethyl]benzothiophene-3-carbonitrile O=C1N(C(C2=CC=CC=C12)=O)CC1=NNC(C2=CC=C(C=C12)N=CC=1SC2=C(C1C#N)C=CC=C2)=O